CN1C[C@H]([C@@H](CC1)NC(=O)C1=CC(=CC=2N(C=NC21)CC(F)(F)F)C#CCNC=2C(OC)=CC=C(C2)C(NC)=O)C N-[(3R,4R)-1-methyl-3-methyl-4-piperidyl]-6-{3-[4-(N-methylcarbamoyl)-2-anisidino]-1-propynyl}-1-(2,2,2-trifluoroethyl)-1H-1,3-benzimidazole-4-carboxamide